CN([C@@H]1CNCC1)C (S)-3-dimethylaminopyrrolidine